FC=1C(=NNC1)C(=O)OC methyl 4-fluoro-1H-pyrazol-3-carboxylate